undecyl 6-(dodecyl(2-hydroxyethyl)amino)hexanoate C(CCCCCCCCCCC)N(CCCCCC(=O)OCCCCCCCCCCC)CCO